C(C1CO1)C=1C(=C(C(=C(C1C(=O)[O-])C(=O)[O-])CC1CO1)C(=O)[O-])CC1CO1 TRIGLYCIDYLTRIMELLITATE